4-[2-Fluoro-3-[3-(6-methylpyridin-3-yl)ureido]benzyl]piperazine-1-carboxylic acid methyl ester COC(=O)N1CCN(CC1)CC1=C(C(=CC=C1)NC(=O)NC=1C=NC(=CC1)C)F